FC1=C2C(NC=NC2=CC(=C1)F)=O 5,7-difluoroquinazolin-4(3H)-one